N'-[5-bromo-6-(4-isopropylcyclohex-oxy)-2-methyl-3-pyridyl]-N-ethyl-N-methyl-formamidine BrC=1C=C(C(=NC1OC1CCC(CC1)C(C)C)C)N=CN(C)CC